CC1=C(C2=C(CCO2)C=C1NC1=NC(=CC(=N1)C)NC)C=1CCCN(CC1)C(=O)OC(C)(C)C tert-butyl 5-[6-methyl-5-[[4-methyl-6-(methylamino) pyrimidin-2-yl] amino]-2,3-dihydrobenzofuran-7-yl]-2,3,4,7-tetrahydroazepine-1-carboxylate